N[C@]1(CN(CCCC1)C(=O)OC(C)(C)C)C tert-butyl (R)-3-amino-3-methylazepane-1-carboxylate